bis(3,5-bis(trifluoromethyl)phenyl)(pyrrolidin-2-yl)methanol FC(C=1C=C(C=C(C1)C(F)(F)F)C(O)(C1NCCC1)C1=CC(=CC(=C1)C(F)(F)F)C(F)(F)F)(F)F